[(2R)-2-piperidyl]methyl 6-[5-(6-methyl-2-pyridyl)-1H-pyrazol-4-yl]quinoline-4-carboxylate CC1=CC=CC(=N1)C1=C(C=NN1)C=1C=C2C(=CC=NC2=CC1)C(=O)OC[C@@H]1NCCCC1